C(C)OCCOCCOC1=CC=C(C=C1)C[C@H](C(=O)OC(C)(C)C)N1CCN(CCN(CCN(CC1)CC(OC(C)(C)C)=O)CC(OC(C)(C)C)=O)CC(=O)OC(C)(C)C tert-butyl (2R)-3-{4-[2-(2-ethoxyethoxy)ethoxy]phenyl}-2-[4,7,10-tris(2-tert-butoxy-2-oxoethyl)-1,4,7,10-tetraazacyclododecan-1-yl]propanoate